C(C)(C)(C)OC(=O)N1[C@H]2CN(C[C@@H]1CC2)C2=NC(=NC1=C(C(=C(C=C21)I)Br)F)F (1R,5S)-3-(7-bromo-2,8-difluoro-6-iodoquinazolin-4-yl)-3,8-diazabicyclo[3.2.1]octane-8-carboxylic acid tert-butyl ester